1-(2-(2-oxa-6-azaspiro[3.3]heptan-6-yl)ethyl)benzene-1,2-diamine C1OCC12CN(C2)CCC2(C(C=CC=C2)N)N